OCCN(CCCN)CCO N,N-di(2-hydroxyethyl)-1,3-propylenediamine